P(OC1=C(C=CC=C1)C(C)C(CCC)CCCC)(OC1=C(C=CC=C1)C(C)C(CCC)CCCC)OC1=C(C=CC=C1)C(C)C(CCC)CCCC tris[(4-octylethyl) phenyl] phosphite